7-(trifluoromethyl)quinoxalin FC(C1=CC=C2N=CC=NC2=C1)(F)F